FC1(CCC1)CN(C(=O)OCC1=C(N=NN1C)C1=CC=C(C(=N1)C)C#CC1(CC1)CC(=O)O)C 2-(1-((6-(5-(((((1-fluorocyclobutyl)methyl)(methyl)carbamoyl)oxy)methyl)-1-methyl-1H-1,2,3-triazol-4-yl)-2-methylpyridin-3-yl)ethynyl)cyclopropyl)acetic acid